L-Alanyl-D-Glutamin-n-butylester C(CCC)OC([C@H](NC([C@@H](N)C)=O)CCC(N)=O)=O